[OH-].C[N+](CCCCCCCCCCCCCC)(C)C trimethyltetradecylammonium hydroxide